(4S)-4,5-diamino-5-oxo-pentanoic acid tert-butyl ester hydrochloride Cl.C(C)(C)(C)OC(CC[C@@H](C(=O)N)N)=O